NC1CC(CC(C1)(C)C)(C)CC[NH3+] 1-amino-3-ammonioethyl-3,5,5-trimethylcyclohexane